γ-aminobutyltributoxysilane NC(CC[Si](OCCCC)(OCCCC)OCCCC)C